N1(CC=CCC1)C(=O)[O-] 5,6-dihydropyridin-1(2H)-carboxylate